BrC=1C=CC=2N(C1)C(=CN2)C2=NC(=NC=C2F)NC2CCC(CC2)N N1-(4-(6-Bromoimidazo[1,2-a]pyridin-3-yl)-5-fluoropyrimidin-2-yl)cyclohexane-1,4-diamine